CN1CCN(CC1)C1=CC=C(C=N1)C=1C=C2C(=NC1)NC=C2C2=CC=1N(C=C2)N=CC1C(=O)N1CCCCC1 (5-(5-(6-(4-methylpiperazin-1-yl)pyridin-3-yl)-1H-pyrrolo[2,3-b]pyridin-3-yl)pyrazolo[1,5-a]pyridin-3-yl)(piperidin-1-yl)methanone